Cl.Cl.N1CCC(CC1)C1=NC=CC=C1 2-(piperidin-4-yl)pyridine dihydrochloride